Bicyclo[2.2.1]heptane-2-carbaldehyde C12C(CC(CC1)C2)C=O